tert-butyl (S)-(1-(3-bromophenyl)-3-cyanopropyl)carbamate BrC=1C=C(C=CC1)[C@H](CCC#N)NC(OC(C)(C)C)=O